ClC=1N=CC=C2C1N(C(=C2)C2=NN1C(C(=CC(=C1)C(=O)OC)OC)=C2C)C methyl 2-(7-chloro-1-methyl-1H-pyrrolo[2,3-c]pyridin-2-yl)-4-methoxy-3-methylpyrazolo[1,5-a]pyridine-6-carboxylate